(S)-tert-butyl 2-(benzo[d]oxazol-2-yl(hydroxy)methyl)pyrrolidine-1-carboxylate O1C(=NC2=C1C=CC=C2)C([C@H]2N(CCC2)C(=O)OC(C)(C)C)O